FC(C(=O)O)(F)F.N1C[C@H](CC1)CO (3S)-pyrrolidin-3-ylmethanol trifluoroacetate